Salicylic acid-cis-3-hexenyl ester C(C\C=C/CC)OC(C=1C(O)=CC=CC1)=O